C(C=C)NCCC(=O)OCC ethyl 3-(prop-2-en-1-ylamino)propanoate